(S)-3-((4-acetyl-6-chloro-2,7-naphthyridin-1-yl)oxy)pyrrolidine-1-carboxylic acid tert-butyl ester C(C)(C)(C)OC(=O)N1C[C@H](CC1)OC1=NC=C(C2=CC(=NC=C12)Cl)C(C)=O